ClC=1C=C2C(=NC(=NC2=C(C1C=1C(=CC=C2C=NN(C12)C1CC1)C)F)N1CC(C1)NC)N1C[C@H](N(C[C@@H]1C)C(C=C)=O)C 1-((2R,5S)-4-((R)-6-chloro-7-(1-cyclopropyl-6-methyl-1H-indazol-7-yl)-8-fluoro-2-(3-(methylamino)azetidin-1-yl)quinazolin-4-yl)-2,5-dimethylpiperazin-1-yl)prop-2-en-1-one